[Si](C)(C)(C(C)(C)C)OCC1CC2=C(C=C(C=C2C1)OC[C@H](C)NC(OC(C)(C)C)=O)F tert-Butyl N-[(1S)-2-[2-[[tert-butyl(dimethyl)silyl]oxymethyl]-7-fluoro-indan-5-yl]oxy-1-methyl-ethyl]carbamate